ClCCCCC(=O)OC(C)(C)C tert-Butyl 5-chloropentanoate